NC1=C(C(=NN1C1(CC1)C)C1=CC=C(C=C1)CC(=O)NC1=CC(=NO1)CC(C)(C)C)C(=O)N 5-Amino-3-[4-[2-[[3-(2,2-dimethylpropyl)isoxazol-5-yl]amino]-2-oxo-ethyl]phenyl]-1-(1-methylcyclopropyl)pyrazole-4-carboxamide